1-nitro-3-(3-(trifluoromethyl)phenoxy)benzene [N+](=O)([O-])C1=CC(=CC=C1)OC1=CC(=CC=C1)C(F)(F)F